(R)-4'-chloro-3-(1-methyl-3-(trifluoromethyl)-1H-pyrazol-5-yl)-6-(1-(p-tolyl)ethoxy)-3'-(trifluoromethyl)-[1,1'-biphenyl]-2-ol ClC1=C(C=C(C=C1)C=1C(=C(C=CC1O[C@H](C)C1=CC=C(C=C1)C)C1=CC(=NN1C)C(F)(F)F)O)C(F)(F)F